5-amino-3,7-diphenyl-7H-thiazolo[3,2-a]pyrimidine-6-carbonitrile NC1=C(C(N=C2N1C(=CS2)C2=CC=CC=C2)C2=CC=CC=C2)C#N